(S)-N-(6-(2-chloro-5-fluorophenyl)-2,2-difluoro-8-oxo-7,8-dihydro-6H-[1,3]dioxolo[4,5-e]isoindol-5-yl)benzo[d]isothiazole-3-carboxamide ClC1=C(C=C(C=C1)F)[C@H]1NC(C2=C3C(=CC(=C12)NC(=O)C1=NSC2=C1C=CC=C2)OC(O3)(F)F)=O